C(=O)(O)CN1C=2C=CC=CC2C(C2=CC=CC=C12)=O 10-(carboxymethyl)9(10H)acridone